6-bromo-N-(2,6-dimethylpyridin-3-yl)-8,9-dihydroimidazo[1',2':1,6]pyrido[2,3-d]pyrimidin-2-amine BrC1=CC2=C(N=C(N=C2)NC=2C(=NC(=CC2)C)C)N2C1=NCC2